C(C)(C)(C)OC(=O)N1C[C@H](CC1)CC(=O)O (R)-N-tert-butoxycarbonyl-3-tetrahydropyrroleacetic acid